OC1=C(C=C(C=N1)B(O)O)C(F)(F)F [6-hydroxy-5-(trifluoromethyl)pyridin-3-yl]boranediol